N1C(=NC2=C1C=CC=C2)C(C(=O)C2=CC=CC=C2)=CC=2C=NC=CC2 2-(1H-benzimidazol-2-yl)-1-phenyl-3-(3-pyridinyl)-2-propen-1-one